(4-((2R,5S)-2,5-dimethylpiperazin-1-yl)-5-(trifluoromethyl)-7H-pyrrolo[2,3-d]pyrimidin-7-yl)isonicotinic acid C[C@H]1N(C[C@@H](NC1)C)C=1C2=C(N=CN1)N(C=C2C(F)(F)F)C2=C(C(=O)O)C=CN=C2